ClC=1N=CSC1C1=C(C=C(C=C1)N1N=CC=N1)CO (2-(4-chlorothiazol-5-yl)-5-(2H-1,2,3-triazol-2-yl)phenyl)methanol